N-hydroxy-N-methylpicolinamide ON(C(C1=NC=CC=C1)=O)C